NC1=CC=C2CCC(NC2=C1)=O 7-amino-3,4-dihydro-1H-quinolin-2-one